(E)-1,3-diphenyl-5-styryl-N-(p-tolyl)-1H-pyrazole-4-carboxamide C1(=CC=CC=C1)N1N=C(C(=C1\C=C\C1=CC=CC=C1)C(=O)NC1=CC=C(C=C1)C)C1=CC=CC=C1